NC(=O)CNC(OCC(CC1=C(C=CC=C1)Cl)N)=O 2-amino-3-(2-chlorophenyl)propyl (aminocarbonyl)methylcarbamate